C(C)(C)(C)OC(=O)N1CC(CC(C1)O)C(=O)O 1-(tert-butoxycarbonyl)-5-hydroxy-piperidine-3-carboxylic acid